tert-butyl 1-(3-amino-6-(2-hydroxyphenyl)pyridazin-4-yl)piperidine-4-carboxylate NC=1N=NC(=CC1N1CCC(CC1)C(=O)OC(C)(C)C)C1=C(C=CC=C1)O